ferric N-(phosphonomethyl)iminodiacetate P(=O)(O)(O)CN(CC(=O)[O-])CC(=O)[O-].[Fe+3].P(=O)(O)(O)CN(CC(=O)[O-])CC(=O)[O-].P(=O)(O)(O)CN(CC(=O)[O-])CC(=O)[O-].[Fe+3]